CN(C(=O)NC1=NC=CC(=C1)B1OC(C(O1)(C)C)(C)C)C 1,1-Dimethyl-3-(4-(4,4,5,5-tetramethyl-1,3,2-dioxaborolan-2-yl)pyridin-2-yl)urea